O1CCN(CC1)S(=O)(=O)C=1C=NC2=CC=C(C=C2C1NC1=C(C(=O)O)C=CC=C1)C1=CC(=NC=C1)N1CCNCC1 2-[[3-morpholinosulfonyl-6-(2-piperazin-1-yl-4-pyridyl)-4-quinolyl]amino]benzoic acid